4-chloro-2-[3-(3,5-dibromophenyl)ureido]-N-ethylbenzamide ClC1=CC(=C(C(=O)NCC)C=C1)NC(=O)NC1=CC(=CC(=C1)Br)Br